(S)-4-((S)-9-Acryloyl-2-fluoro-12-oxo-7,7a,8,9,10,11-hexahydro-6H,12H-4,5,5a,9,11a-pentaazabenzo[5,6]cycloocta[1,2,3-cd]inden-3-yl)-2-amino-7-fluorobenzo[b]thiophene-3-carbonitrile C(C=C)(=O)N1C[C@H]2N(C(C=3C=4N(N=NC4C(=C(C3)F)C3=CC=C(C=4SC(=C(C43)C#N)N)F)CC2)=O)CC1